(R)-(4-(((4-Chlorobenzyl)oxy)methyl)-7-azabicyclo[2.2.1]heptan-1-yl)(3-fluorophenyl)-methanol ClC1=CC=C(COCC23CCC(CC2)(N3)[C@H](O)C3=CC(=CC=C3)F)C=C1